OC(C)C1=C2CCN(C2=CC=C1)S(=O)(=O)C1=C2C=CNC(C2=CC=C1)=O 5-[4-(1-hydroxyethyl)indolin-1-yl]sulfonyl-2H-isoquinolin-1-one